COC(=O)C=1C=C2C(C=CNC2=CC1F)=O 7-fluoro-4-oxo-1,4-dihydroquinoline-6-carboxylic acid methyl ester